(1R,2S,5S)-3-(7-chloro-4-fluoro-1H-indole-2-carbonyl)-N-((S)-1-hydroxy-3-((S)-2-oxopyrrolidin-3-yl)propan-2-yl)-6,6-dimethyl-3-azabicyclo[3.1.0]hexane-2-carboxamide ClC=1C=CC(=C2C=C(NC12)C(=O)N1[C@@H]([C@H]2C([C@H]2C1)(C)C)C(=O)N[C@H](CO)C[C@H]1C(NCC1)=O)F